2-acetamido-1,3-diacetoxy-2-(2-phenylethyl)propane C(C)(=O)NC(COC(C)=O)(COC(C)=O)CCC1=CC=CC=C1